C(C=CCC(=O)OCC)(=O)OCC diethyl glutaconate